2-amino-N-((R)-cyclopropyl(2-pyrimidinyl)methyl)-3-methyl-N-((5-(trifluoromethyl)-2-pyridinyl)methyl)-6-quinolinecarboxamide NC1=NC2=CC=C(C=C2C=C1C)C(=O)N(CC1=NC=C(C=C1)C(F)(F)F)[C@@H](C1=NC=CC=N1)C1CC1